(E)-1-ethoxy-4-methoxy-5-(2-nitrobut-1-en-1-yl)-2-(trifluoromethyl)benzene C(C)OC1=C(C=C(C(=C1)\C=C(/CC)\[N+](=O)[O-])OC)C(F)(F)F